OCC(C)(C)C1OCC2(CO1)COC(OC2)C(CO)(C)C 2-[3-(1-hydroxy-2-methylpropan-2-yl)-2,4,8,10-tetraoxaspiro[5.5]undecan-9-yl]-2-methylpropan-1-ol